N'-(12-aminododecyl)dodecane-1,12-diamine NCCCCCCCCCCCCNCCCCCCCCCCCCN